ethyl (4R)-4-[(methylsulfonyl)oxy]azepane-1-carboxylate CS(=O)(=O)O[C@H]1CCN(CCC1)C(=O)OCC